(1s)-hydroxy stearate C(CCCCCCCCCCCCCCCCC)(=O)OO